C(C1CO1)C(C(=O)OC(COC(C=C)=O)CO)=C glycerol acrylate (Glycidyl-acrylate)